(3S,6S)-N-((1H-1,2,3-triazol-4-yl)methyl)-3-((2S,3S)-2-(2-(2-aminoacetamido)acetamido)-3-methylpentanamido)-4-oxo-1,2,3,4,6,7-hexahydroazepine N1N=NC(=C1)CN1C[C@@H](C(CCC1)=O)NC([C@H]([C@H](CC)C)NC(CNC(CN)=O)=O)=O